5-bromo-3-methyl-1-(trifluoromethyl)-1H-indazole BrC=1C=C2C(=NN(C2=CC1)C(F)(F)F)C